N-(2-(3-chloro-1-methyl-1H-pyrazol-4-yl)pyrimidin-4-yl)-1-isopropyl-3-((2R,3S)-2-methyl-3-((methanesulfonyl)methyl)azetidin-1-yl)-1H-pyrrolo[3,2-c]pyridin-6-amine ClC1=NN(C=C1C1=NC=CC(=N1)NC1=CC2=C(C=N1)C(=CN2C(C)C)N2[C@@H]([C@H](C2)CS(=O)(=O)C)C)C